2-carboxy-7-(2-(naphthalen-1-yl)phenoxy)-1,2,3,4-tetrahydronaphthalen C(=O)(O)C1CC2=CC(=CC=C2CC1)OC1=C(C=CC=C1)C1=CC=CC2=CC=CC=C12